tert-butyl (2R)-2-[(4-methylsulfonylphenyl)carbamoyl]piperidine-1-carboxylate CS(=O)(=O)C1=CC=C(C=C1)NC(=O)[C@@H]1N(CCCC1)C(=O)OC(C)(C)C